tert-butyl-4-(4-bromophenyl)-cis-2,6-dimethylpiperazine-1-carboxylate C(C)(C)(C)OC(=O)N1[C@H](CN(C[C@H]1C)C1=CC=C(C=C1)Br)C